O=C1N(N=C(C=C1C(=O)NC(C(F)(F)F)C(C)(C)O)C1=CC=C(C=C1)C(F)(F)F)C=1C=NC=CC1 (+)-3-oxo-2-(pyridin-3-yl)-N-(1,1,1-trifluoro-3-hydroxy-3-methylbut-2-yl)-6-[4-(trifluoromethyl)phenyl]-2,3-dihydropyridazine-4-carboxamide